(tetrahydro-2H-pyran-4-yl)methanone hydrochloride Cl.O1CCC(CC1)C=O